C(=O)O.CC(COC1=C(C=CC=C1)C1CCN(CC1)[C@H]1CC2(CN(C2)C=2C=NC=NC2)CC1)(C)O (R)-2-methyl-1-(2-(1-(2-(pyrimidin-5-yl)-2-azaspiro[3.4]oct-6-yl)piperidin-4-yl)phenoxy)propan-2-ol formate salt